7-Chloro-2-(2-(3-hydroxy-8-azabicyclo[3.2.1]octan-8-yl)ethyl)isoquinolin-1(2H)-one ClC1=CC=C2C=CN(C(C2=C1)=O)CCN1C2CC(CC1CC2)O